4-morpholinylbenzamide N1(CCOCC1)C1=CC=C(C(=O)N)C=C1